6,7-difluoro-4-methylsulfanyl-1H-indol FC1=CC(=C2C=CNC2=C1F)SC